(4-(benzyloxy)phenyl)-2-bromoethane-1-one C(C1=CC=CC=C1)OC1=CC=C(C=C1)C(CBr)=O